FC=1C=C(C=C(C1)F)C=1C=C2C(=NC1)NC(N2CCN2CC(CC2)OC)=O 6-(3,5-difluorophenyl)-1-[2-(3-methoxypyrrolidin-1-yl)ethyl]-3H-imidazo[4,5-b]pyridin-2-one